C(#N)C1=CC=2C(=CN=C(C2)NC2CCC(CC2)C(=O)NC)O1 (1r,4r)-4-({2-cyanofuro[2,3-c]pyridin-5-yl}amino)-N-methylcyclohexane-1-carboxamide